C[C@H]1CCC2=NN=C(N21)C2=CC=CC(=N2)N2CC1=NN(C=C1C2=O)C2=NC=CN=C2 (S)-5-(6-(5-methyl-6,7-dihydro-5H-pyrrolo[2,1-c][1,2,4]triazol-3-yl)pyridin-2-yl)-2-(pyrazin-2-yl)-5,6-dihydropyrrolo[3,4-c]pyrazol-4(2H)-one